ClC=1N=CC2=C(N1)N(C=C2)S(=O)(=O)C2=CC(=CC=C2)OC 2-chloro-7-(3-methoxybenzenesulfonyl)-7H-pyrrolo[2,3-d]Pyrimidine